CC=1C=CC(=C(C1)C1=C(C=C(C=C1OCN(C([O-])=O)C)CCCCC)OCN(C([O-])=O)C)C(=C)C ((5'-methyl-4-pentyl-2'-(prop-1-en-2-yl)-[1,1'-biphenyl]-2,6-diyl)bis(oxy))bis(methylene)bis(methylcarbamate)